3-((e)-2-pyridin-2-yl-vinyl)-1H-indazole N1=C(C=CC=C1)/C=C/C1=NNC2=CC=CC=C12